methyl (S)-2-((tert-butoxycarbonyl)amino)-3-(2-oxopiperidin-1-yl)propanoate C(C)(C)(C)OC(=O)N[C@H](C(=O)OC)CN1C(CCCC1)=O